C(C1=CC=CC=C1)N1CCS(CC1)(=O)=O 4-benzylthiomorpholine 1,1-dioxide